O=C1OCCN1C1=CC=C(C=C1)NC(=O)N 1-[4-(2-oxo-1,3-oxazolidin-3-yl)phenyl]urea